N-(3-cyclobutyl-5-methoxypyrazolo[1,5-a]pyridin-2-yl)-3-hydroxy-3-methylbutanamide C1(CCC1)C=1C(=NN2C1C=C(C=C2)OC)NC(CC(C)(C)O)=O